4-[18F]fluoro-3-iodobenzyl-guanidine [18F]C1=C(C=C(CNC(=N)N)C=C1)I